ClC=1C=NC(=[N+](C1)[O-])NC(C1=C(C=C(C(=C1)Cl)C(F)(F)F)OC1=C(C(=C(C=C1)F)F)OC[2H])=O 5-chloro-(5-chloro-2-(3,4-difluoro-2-(deuteromethoxy)phenoxy)-4-(trifluoromethyl)benzamido)pyrimidine-1-oxide